The molecule is a tertiary amine oxide that is the N-oxide of N,N-dimethyldecan-1-amine. It has a role as an environmental contaminant and a xenobiotic. CCCCCCCCCC[N+](C)(C)[O-]